4-Hydroxycrotonyl-CoA OC/C=C/C(=O)SCCNC(CCNC([C@@H](C(COP(OP(OC[C@@H]1[C@H]([C@H]([C@@H](O1)N1C=NC=2C(N)=NC=NC12)O)OP(=O)(O)O)(=O)O)(=O)O)(C)C)O)=O)=O